FC(C1=NNC2=C1CN(CC2)C(=O)OC(C)(C)C)(F)F tert-butyl 3-(trifluoromethyl)-6,7-dihydro-1H-pyrazolo[4,3-c]pyridin-5(4H)-carboxylate